FC1(CCC(CC1)NC1=NC(=CC(=N1)C(=O)O)N1N=C(C=C1)C(F)(F)F)F 2-((4,4-difluorocyclohexyl)amino)-6-(3-(trifluoromethyl)-1H-pyrazol-1-yl)pyrimidine-4-carboxylic acid